COC1=C2C=C(NC2=CC=C1)C(=O)N1[C@@H]([C@@H]2[C@H](C1)CCC2)C(=O)N[C@H](C(C(=O)N)O)C[C@H]2C(NCC2)=O (3S)-3-{[(1S,3aR,6aS)-2-(4-methoxy-1H-indole-2-carbonyl)-hexahydro-1H-cyclopenta[c]pyrrol-1-yl]formamido}-2-hydroxy-4-[(3S)-2-oxopyrrolidin-3-yl]butanamide